C(C)S(=O)(=O)NC1CCC2(CN(C2)CC2CNC2)CC1 3-((7-(ethanesulfonamido)-2-azaspiro[3.5]nonan-2-yl)methyl)azetidine